C(C)(C)(C)OC(=O)N[C@H]1[C@H]2CC[C@@H](C1)N2C(=O)OCC2=CC=CC=C2 |r| benzyl (+/-)-(1R,2R,4S)-2-((tert-butoxycarbonyl)amino)-7-azabicyclo[2.2.1]heptane-7-carboxylate